C(C)(C)(C)C1(N=C(C2=CC=C(C=C2C1)\C=C\C(=O)OCC)C)C tert-butyl-(E)-6-(3-ethoxy-3-oxoprop-1-en-1-yl)-1,3-dimethyl-3,4-dihydroisoquinoline